C1(=C(C(=CC(=C1)C)C)N1C=NC2=C1C=CC=C2)C 1-mesityl-1H-benzoimidazole